3-[4-(hydroxymethyl)-3-methyl-2-oxo-benzimidazol-1-yl]piperidine-2,6-dione OCC1=CC=CC=2N(C(N(C21)C)=O)C2C(NC(CC2)=O)=O